BrC1=NC(=NN1COCC[Si](C)(C)C)C=C 5-bromo-1-((2-(trimethylsilyl)ethoxy)methyl)-3-vinyl-1H-1,2,4-triazole